N1C(=NC2=C1C=CC=C2)C=2N=C(C1=C(N2)N(C=C1)S(=O)(=O)C)N1[C@@H](COCC1)C (R)-4-(2-(1H-Benzo[d]imidazol-2-yl)-7-(methylsulfonyl)-7H-pyrrolo[2,3-d]pyrimidine-4-yl)-3-methylmorpholine